methyl (S)-2-((2-(4-(N,N-bis(4-methoxybenzyl)sulfamoyl)-2-methylphenyl)-7-methylimidazo[1,2-a]pyridin-3-yl)methyl)morpholine-4-carboxylate COC1=CC=C(CN(S(=O)(=O)C2=CC(=C(C=C2)C=2N=C3N(C=CC(=C3)C)C2C[C@H]2CN(CCO2)C(=O)OC)C)CC2=CC=C(C=C2)OC)C=C1